C(#N)C1=CC=C(CNC(=O)C2N(CC(C2)O)C([C@H](C(C)(C)S)NC(=O)C2(CC2)F)=O)C=C1 N-(4-cyanobenzyl)-1-((R)-2-(1-fluorocyclopropane-1-amido)-3-mercapto-3-methylbutanoyl)-4-hydroxypyrrolidine-2-carboxamide